undecylenoyl-amide C(CCCCCCCCC=C)(=O)[NH-]